FC1=C(C=C(C(=C1)C)C=1C=C(C=2N(C1)C=CN2)N2CCOCC2)NC(=O)N2CC(=CC2)C2(CC2)C N-(2-Fluoro-4-methyl-5-(8-morpholinoimidazo[1,2-a]pyridin-6-yl)phenyl)-3-(1-methylcyclopropyl)-2,5-dihydro-1H-pyrrole-1-carboxamide